O1N=C(C2=C1C=CC=C2)C2=C(C(=CC=C2)C)[C@H](CC2=NC=CC=C2)N (S)-1-[2-(Benzo[d]isoxazol-3-yl)-6-methylphenyl]-2-(pyridine-2-yl)ethan-1-amine